C(C)OC(=O)C=1C(NC=C(C1OCC)C)=O 4-ethoxy-5-methyl-2-oxo-1,2-dihydropyridine-3-carboxylic acid ethyl ester